COC1=CC=C2N=CC=NC2=C1 7-methoxyquinoxaline